dinitrophenol ammonium [NH4+].[N+](=O)([O-])C=1C(=C(C=CC1)O)[N+](=O)[O-]